ClC1=CC=C(C=C1)C=1C(=C(C(=O)N)C=CC1N(C(=O)NC1=CC=C(C=C1)Cl)CCN1CCOCC1)C (4-chlorophenyl)-4-{3-(4-chlorophenyl)-1-[2-(4-morpholinyl)ethyl]ureido}-2-methylbenzamide